2-(2-chloro-6-methoxy-1H-benzo[d]imidazol-1-yl)-N-methyl-N-(2,2,2-trifluoroethyl)acetamide ClC1=NC2=C(N1CC(=O)N(CC(F)(F)F)C)C=C(C=C2)OC